NC(CC(=O)O)CC1=CC2=CC=CC=C2C=C1 l-3-amino-4-(2-naphthyl)-butyric acid